ethyl 2-{2-[(tert-butoxycarbonyl)amino]ethyl}-8-methyl-4,5-dihydro-2H-furo[2,3-g]indazole-7-carboxylate C(C)(C)(C)OC(=O)NCCN1N=C2C3=C(CCC2=C1)OC(=C3C)C(=O)OCC